C(C)(C)(C)OC(NC(C)(C)C1=NC=C2N1C=CC=C2SCC(C)C)=O (2-(8-(Isobutylthio)imidazo[1,5-a]pyridin-3-yl)propan-2-yl)carbamic acid tert-butyl ester